N-(1-Methyltetrazol-5-yl)-3-((1-methyltetrazol-5-yl)thio)quinoxalin-2-amine CN1N=NN=C1NC1=NC2=CC=CC=C2N=C1SC1=NN=NN1C